C1(CC1)C=1C=NN2C1N=C(C=C2NCC2=CC(=C(C=C2)C2=NC=CC=C2)OC)NC[C@@H]2[C@H](CNCC2)O (3R,4R)-4-(((3-cyclopropyl-7-((3-methoxy-4-(pyridin-2-yl)benzyl)amino)pyrazolo[1,5-a]pyrimidin-5-yl)amino)methyl)piperidin-3-ol